COC(CCCOC1=CC=C(C=C1)B1OC(C(O1)(C)C)(C)C)=O.C(C)OCCOCC(C)OCCOCC 1,2-di-[(1-ethoxy)ethoxy]propane methyl-4-(4-(4,4,5,5-tetramethyl-1,3,2-dioxaborolan-2-yl)phenoxy)butanoate